BrC1=CC(=C(C#N)C=C1)SC1=C(C=CC=C1)Cl 4-bromo-2-(2-chlorophenyl)sulfanyl-benzonitrile